N,N-di(n-propyl)amide C(CC)[N-]CCC